ClC1=C(C=C(C=C1)C(F)(F)F)NC(=O)C1=C(N=C(S1)N(C(=O)C1(CC1)C(=O)N)C1=C(C=CC=C1)Cl)C N-(5-((2-chloro-5-(trifluoromethyl)phenyl)carbamoyl)-4-methylthiazol-2-yl)-N-(2-chlorophenyl)cyclopropane-1,1-dicarboxamide